3-(6-((R)-6-fluoro-3-methylindoline-1-carbonyl)benzo[d]oxazol-2-yl)piperidine FC1=CC=C2[C@H](CN(C2=C1)C(=O)C1=CC2=C(N=C(O2)C2CNCCC2)C=C1)C